C(#N)OC1=CC=C(C=C1)C(CC1=CC(=CC=C1)CC(C)C1=CC=C(C=C1)OC#N)C 1,3-bis[2-(4-cyanooxyphenyl)propyl]benzene